NC1=C(C=C(C=N1)NC(C(=O)N1C(CCC(C1)(C)C)C1=CC=CC=C1)=O)C N-(6-amino-5-methyl-3-pyridyl)-2-(5,5-dimethyl-2-phenyl-1-piperidyl)-2-oxo-acetamide